6-bromo-3-chloro-1-(2,2,2-trifluoroethyl)-1H-indazole BrC1=CC=C2C(=NN(C2=C1)CC(F)(F)F)Cl